CC1(OB(OC1(C)C)C1=C(C=C(C=C1)C(C)(O)C1=CC(=CC=C1)C(F)(F)F)C(F)(F)F)C 1-(4-(4,4,5,5-tetramethyl-1,3,2-dioxaborolan-2-yl)-3-(trifluoromethyl)phenyl)-1-(3-(trifluoromethyl)phenyl)ethanol